[5-(3-Chloro-5-methoxyphenyl)-1-[(2-ethoxyphenyl)-methyl]-1H-pyrazol-3-yl]methanol ClC=1C=C(C=C(C1)OC)C1=CC(=NN1CC1=C(C=CC=C1)OCC)CO